BrC=1C=C2C(=NC1)N(N=C2I)C(=O)OC(C)(C)C Tert-butyl 5-bromo-3-iodo-1H-pyrazolo[3,4-b]Pyridine-1-carboxylate